C1(CC1)NC1CCC2(CC=NO2)CC1 8-(cyclopropylamino)-1-oxa-2-azaspiro[4.5]dec-2-en